ClC=1C=C(C=CC1Cl)C=1N(C(=CC(C1C(=O)OCC)=O)CN1N=C(C=C1)/C=N/OC)CC ethyl 2-(3,4-dichlorophenyl)-1-ethyl-6-[[3-[(E)-methoxyiminomethyl] pyrazol-1-yl] methyl]-4-oxo-pyridine-3-carboxylate